2-((S)-1-(4-(6-((2,5-difluorobenzyl)oxy)pyridin-2-yl)piperidin-1-yl)ethyl)-1-(((S)-oxetan-2-yl)methyl)-1H-benzo[d]imidazole-6-carboxylic acid methyl ester COC(=O)C=1C=CC2=C(N(C(=N2)[C@H](C)N2CCC(CC2)C2=NC(=CC=C2)OCC2=C(C=CC(=C2)F)F)C[C@H]2OCC2)C1